(2S,2'S)-2,2'-{[(5S,6R,7R,9R,11S,16R,18S,19S)-19-Amino-11,16,18-trihydroxy-5,9-dimethylicosane-6,7-diyl]bis[oxy(2-oxoethane-2,1-diyl)]}disuccinic acid N[C@H]([C@H](C[C@@H](CCCC[C@@H](C[C@H](C[C@H]([C@@H]([C@H](CCCC)C)OC(C[C@@H](C(=O)O)CC(=O)O)=O)OC(C[C@@H](C(=O)O)CC(=O)O)=O)C)O)O)O)C